C(C)I ethyl iodide